C[Si](C#CC=O)(C)C 3-trimethylsilyl-prop-2-yn-1-one